N-[3-[2-(difluoromethoxy)-5-[3-(3-hydroxyazetidin-3-yl)phenoxy]phenyl]-1-methyl-1H-pyrazol-4-yl]pyrazolo[1,5-a]pyrimidine-3-carboxamide FC(OC1=C(C=C(C=C1)OC1=CC(=CC=C1)C1(CNC1)O)C1=NN(C=C1NC(=O)C=1C=NN2C1N=CC=C2)C)F